5-bromopyridin-3-yl 3-deoxy-3-[4-(4-thiazolyl)-1H-1,2,3-triazol-1-yl]-1-thio-alpha-D-galactopyranoside S1C=NC(=C1)C=1N=NN(C1)[C@@H]1[C@H]([C@@H](SC=2C=NC=C(C2)Br)O[C@@H]([C@@H]1O)CO)O